N[C@@H](C(C)C)C(=O)N[C@@H](C)C(=O)NCCCN([C@H](C(C)(C)C)C=1N(C=C(C1)C1=C(C=CC(=C1)F)F)CC1=CC=CC=C1)C(CSC[C@@H](C(=O)O)NC(C)=O)=O L-Valyl-N-{3-[({[(2R)-2-acetamido-2-carboxyethyl]sulfanyl}acetyl){(1R)-1-[1-benzyl-4-(2,5-difluorophenyl)-1H-pyrrol-2-yl]-2,2-dimethylpropyl}amino]propyl}-L-alaninamid